tert-butyl 4-bromo-3-methyl-1H-indole-1-carboxylate BrC1=C2C(=CN(C2=CC=C1)C(=O)OC(C)(C)C)C